(R)-1-(5-(4-fluorophenyl)isochroman-1-yl)-N-methylmethanamine hydrochloride Cl.FC1=CC=C(C=C1)C1=C2CCO[C@H](C2=CC=C1)CNC